N[C@@H]1CC[C@H](CC1)C1=NC(=NO1)C=1C=C(C=NC1)[C@@](O)(C1=CC=C(C=C1)CC(F)(F)F)C1(CN(C1)C)C (R)-{5-[5-(trans-4-Amino-cyclohexyl)-[1,2,4]oxadiazol-3-yl]-pyridin-3-yl}-(1,3-dimethyl-azetidin-3-yl)-[4-(2,2,2-trifluoro-ethyl)-phenyl]-methanol